N1C(=CC2=CC=CC=C12)C1=CC(=C(C=C1)O)C=1N=NC(=CC1)N(C1CC(NC(C1)(C)C)(C)C)C 4-(1H-indol-2-yl)-2-(6-(methyl(2,2,6,6-tetramethylpiperidin-4-yl)amino)pyridazin-3-yl)phenol